(S)-2-((S)-4,4-difluoro-3-(5-((methylsulfonyl)methyl)-6-oxo-1,6-dihydropyridin-3-yl)piperidin-1-yl)-N-(5-(4-fluorophenoxy)pyridin-2-yl)propionamide FC1([C@H](CN(CC1)[C@H](C(=O)NC1=NC=C(C=C1)OC1=CC=C(C=C1)F)C)C1=CNC(C(=C1)CS(=O)(=O)C)=O)F